IC=1C([C@H]2[C@H](OC(O2)(C)C)C1COC(C1=CC=CC=C1)(C1=CC=CC=C1)C1=CC=CC=C1)=O (3aR,6aR)-5-iodo-2,2-dimethyl-6-((trityloxy)methyl)-3aH-cyclopenta[d][1,3]dioxol-4(6aH)-one